C(C1=CC=CC=C1)OC1=C(N2C(C=3C(=CC=NC13)C1=CC(=CC=C1)Cl)=NC=N2)C(=O)OC Methyl 6-(benzyloxy)-10-(3-chlorophenyl)-[1,2,4]triazolo[5,1-f][1,6]naphthyridine-5-carboxylate